C12OCC(C1)(C2)COC2=CC=C(C=N2)C2=CC(=C(C=C2Cl)NC(=O)N2[C@@H]1CC=3C(=NNC(C3)=O)[C@H]2CC1)F (6S,9R)-N-(4-(6-((2-Oxabicyclo[2.1.1]hexan-4-yl)methoxy)pyridin-3-yl)-5-chloro-2-fluorophenyl)-3-oxo-3,5,6,7,8,9-hexahydro-2H-6,9-epiminocyclohepta[c]pyridazine-10-carboxamide